FC(C(=O)O)(F)F.FC1=C(C=CC(=C1)S(=O)(=O)C)NC1=NN2C(C(=N1)N)=C(C=C2C(C)C)C2=C1C=NNC1=CC=C2 N2-[2-fluoro-4-(methylsulfonyl)phenyl]-5-(1H-indazol-4-yl)-7-isopropylpyrrolo[2,1-f][1,2,4]triazine-2,4-diamine Trifluoroacetate